C1=2C=CC=CC2C(C1)C(C(NC1=CC=C2C(=C1)NC(C21CCOCC1)=O)=O)NC(=O)C=1N(N=CC1)C N-{1-(7-Bicyclo[4.2.0]octa-1(6),2,4-trienyl)-2-oxo-2-[(2-oxospiro[indoline-3,4'-tetrahydropyran]-6-yl)amino]-ethyl}-2-methylpyrazole-3-carboxamide